[N+](=O)([O-])C1=C(C=CC=C1)C1=CC=C(O1)C=C1C(C2=C(S1)C=CC=C2)=O 2-[[5-(2-Nitrophenyl)-2-furanyl]methylene]benzo[b]thiophen-3(2H)-one